The molecule is a methanesulfonate salt obtained by reaction of dabigatran etexilate with one equivalent of dabigatran etexilate. A prodrug for dabigatran, a thrombin inhibitor and anticoagulant which is used for the prevention of stroke and systemic embolism. It has a role as an EC 3.4.21.5 (thrombin) inhibitor, an anticoagulant and a prodrug. It contains a dabigatran etexilate(1+). CCCCCCOC(=O)/N=C(\\C1=CC=C(C=C1)NCC2=NC3=C(N2C)C=CC(=C3)C(=O)N(CCC(=O)OCC)C4=CC=CC=N4)/N.CS(=O)(=O)O